(R)-N-(4,6-difluorobenzo[d]thiazol-2-yl)-1-(2-(dimethylamino)ethyl)piperidine-3-carboxamide Ditertbutyl-glutamate HCl Cl.C(C)(C)(C)OC([C@@H](N)CCC(=O)OC(C)(C)C)=O.FC1=CC(=CC2=C1N=C(S2)NC(=O)[C@H]2CN(CCC2)CCN(C)C)F